((5-bromo-2-fluorophenyl)sulfonyl)pyrrolidine BrC=1C=CC(=C(C1)S(=O)(=O)N1CCCC1)F